C(C)OC1CN(C1)[C@H]1[C@@H]([C@@H]2CC[C@H]1C2)OC=2C=C1CN(C(C1=CC2)=O)C2C(NC(CC2)=O)=O 3-(5-(((1R,2R,3R,4S)-3-(3-ethoxyazetidin-1-yl)bicyclo[2.2.1]hept-2-yl)oxy)-1-oxoisoindolin-2-yl)piperidine-2,6-dione